O=C1NC(CCC1N1C(N(C2=C1C=CC=C2N2CCC(CC2)CC2CCN(CC2)C(=O)OC(C)(C)C)C)=O)=O 1-Tert-butyl 4-[[1-[1-(2,6-dioxo-3-piperidyl)-3-methyl-2-oxo-benzimidazol-4-yl]-4-piperidyl] methyl]piperidine-1-carboxylate